(R)-5-benzyl-N-(5'-methyl-4'-oxo-4',5'-dihydro-3'H-spiro[cyclopropane-1,2'-pyrido[3,2-b][1,4]oxazepine]-3'-yl)-1,3,4-oxadiazole-2-carboxamide C(C1=CC=CC=C1)C1=NN=C(O1)C(=O)N[C@H]1C(N(C2=C(OC13CC3)C=CC=N2)C)=O